ClC1=CC(=NC=N1)N[C@H](C(=O)O)CCN(CCCCC1=NC=2NCCCC2C=C1)C1CC(C1)(F)F (S)-2-((6-chloropyrimidin-4-yl)amino)-4-((3,3-difluorocyclobutyl)(4-(5,6,7,8-tetrahydro-1,8-naphthyridin-2-yl)butyl)amino)butanoic acid